FC([C@@]12CCN(C[C@H]2C1)C1=C(C(=O)NC2=NC(=NC(=C2)C)OC[C@H](C(F)(F)F)O)C=CC(=C1)NS(=O)(=O)CCO)F 2-((1S,6R)-6-(difluoromethyl)-3-azabicyclo[4.1.0]heptan-3-yl)-4-((2-hydroxyethyl)sulfonamido)-N-(6-methyl-2-((R)-3,3,3-trifluoro-2-hydroxypropoxy)pyrimidin-4-yl)benzamide